mesylacetone S(=O)(=O)(C)CC(C)=O